3-(4-((2S,5R)-2,5-Dimethyl-4-pivaloylpiperazin-1-yl)-5-(trifluoromethyl)-7H-pyrrolo[2,3-d]pyrimidin-7-yl)benzonitrile C[C@@H]1N(C[C@H](N(C1)C(C(C)(C)C)=O)C)C=1C2=C(N=CN1)N(C=C2C(F)(F)F)C=2C=C(C#N)C=CC2